N-(8-(methylamino)-5-(5-(3-methyltetrahydro-2H-pyran-4-yl)benzo[d]oxazol-2-yl)-2,7-naphthyridin-3-yl)cyclopropanecarboxamide CNC=1N=CC(=C2C=C(N=CC12)NC(=O)C1CC1)C=1OC2=C(N1)C=C(C=C2)C2C(COCC2)C